NC1=C(N=C(C2=CN=NC=C21)Cl)C2=CC=CC=C2 8-amino-5-chloro-7-phenylpyrido[3,4-d]pyridazine